Methyl 3-methyl-4-((2S,6s)-6-methylmorpholin-2-yl)benzoate CC=1C=C(C(=O)OC)C=CC1[C@H]1CNC[C@@H](O1)C